FC1=CC=C(C=C1)/C(=C/C(=O)OCC)/[Sn](CCCC)(CCCC)CCCC Ethyl (Z)-3-(4-fluorophenyl)-3-(tributylstannyl)acrylate